N-(9,9-Dimethylfluoren-2-yl)-N-(9,9-dimethylfluoren-4-yl)-9,9'-spirobi[fluorene]-4'-amine CC1(C2=CC=CC=C2C=2C=CC(=CC12)N(C1=CC=CC2=C1C1=CC=CC=C1C21C2=CC=CC=C2C=2C=CC=CC12)C1=CC=CC=2C(C3=CC=CC=C3C12)(C)C)C